C(C)N(C1=CC=C2C(=C(C(OC2=C1)=O)C1=CC=C(C=C1)N1C(C=CC1=O)=O)C)CC 7-Diethylamino-3-(4'-maleimidophenyl)-4-methylcoumarin